ethyl 2-(2-((5-(3-(aminomethyl)-2-fluorophenyl)benzofuran-3-yl)methoxy)-4-methoxyphenyl)acetate NCC=1C(=C(C=CC1)C=1C=CC2=C(C(=CO2)COC2=C(C=CC(=C2)OC)CC(=O)OCC)C1)F